(R)-3-Hydroxy-1-methyl-3-(3-(6-(2-((3-methyl-1H-pyrazol-4-yl)amino)pyrimidin-4-yl)pyridin-2-yl)isoxazol-5-yl)pyrrolidin-2-one O[C@@]1(C(N(CC1)C)=O)C1=CC(=NO1)C1=NC(=CC=C1)C1=NC(=NC=C1)NC=1C(=NNC1)C